3-bromo-5-chloropyridinecarboxaldehyde BrC=1C(=NC=C(C1)Cl)C=O